N-(2-hydroxyethyl)-2-(4-(((3aR,5R,6aS)-2-((S)-2-hydroxypropanoyl)octahydro-cyclopenta[c]pyrrol-5-yl)amino)-1H-pyrrolo[2,3-b]pyridin-5-yl)-N-methylthiazole-5-carboxamide OCCN(C(=O)C1=CN=C(S1)C=1C(=C2C(=NC1)NC=C2)NC2C[C@@H]1[C@@H](CN(C1)C([C@H](C)O)=O)C2)C